ON1C(=NC2=C(C1=O)C=NN2C2=CC=CC=C2)C 5-hydroxy-6-methyl-1-phenyl-4,5-dihydropyrazolo[3,4-d]pyrimidin-4-one